ClC1C=2N(C3=C(CC14OCCO4)C=CC=C3)C(=NN2)N2CCN(CC2)C2=NC=CC=C2 chloro-1'-[4-(pyridin-2-yl)piperazin-1-yl]-4'H,6'H-spiro[1,3-dioxolan-2,5'-[1,2,4]triazolo[4,3-a][1]benzazepine]